ethyl 4-[(tert-butyldimethylsilyl)oxy]-5-isopropyl-1,2-oxazole-3-carboxylate [Si](C)(C)(C(C)(C)C)OC=1C(=NOC1C(C)C)C(=O)OCC